C(C)OP(O)(=SC1=CC=C(C=C1)OC)C1=CC=CC=C1 S-(4-methoxyphenyl)phenyl-thiophosphonic acid O-ethyl ester